(S)-1-(4-pyridyl)ethylamine N1=CC=C(C=C1)[C@H](C)N